C(C)N(C(C1=NC=CC=C1O)=O)C N-ethyl-3-hydroxy-N-methylpicolinamide